C1=CC(=CC=C1C(=O)NCC(=O)[O-])N The molecule is a hippurate that is the conjugate base of p-aminohippuric acid, arising from deprotonation of the carboxy group. It is a conjugate base of a p-aminohippuric acid.